N[C@@H]([C@H](O)C1=CC=C(C=C1)S(=O)(=O)C)CO (1R,2R)-2-amino-1-[4-(methyl-sulfonyl)phenyl]-1,3-propanediol